[Si](C)(C)(C(C)(C)C)O[C@H]1C[C@@H](O[C@]1(C(C)O)CO[Si](C)(C)C(C)(C)C)N1C(NC(C=C1)=O)=O 1-[(2R,4S,5S)-4-[(tert-butyldimethylsilyl)oxy]-5-{[(tert-butyldimethylsilyl)oxy]methyl}-5-(1-hydroxyethyl)oxolan-2-yl]-3H-pyrimidine-2,4-dione